hexa(benzyl)naphthol C(C1=CC=CC=C1)C1=C(C(=C2C(=C(C(=C(C2=C1)O)CC1=CC=CC=C1)CC1=CC=CC=C1)CC1=CC=CC=C1)CC1=CC=CC=C1)CC1=CC=CC=C1